3-methyl-6-nitro-2,4-dioxo-1,2,3,4-tetrahydroquinazoline-7-carboxylic acid methyl ester COC(=O)C1=C(C=C2C(N(C(NC2=C1)=O)C)=O)[N+](=O)[O-]